(2r,3as,6S,6ar)-6-((2-amino-3-bromoquinolin-7-yl)oxy)-2-(4-methyl-7H-pyrrolo[2,3-d]pyrimidin-7-yl)hexahydro-2H-cyclopenta[b]furan-3,3a-diol NC1=NC2=CC(=CC=C2C=C1Br)O[C@H]1CC[C@]2([C@@H]1O[C@H](C2O)N2C=CC1=C2N=CN=C1C)O